N-(5-cyano-3-(4,4-difluoropiperidin-1-yl)-2-fluorophenyl)-4-iodo-2-(6-azaspiro[2.5]oct-6-yl)benzamide C(#N)C=1C=C(C(=C(C1)NC(C1=C(C=C(C=C1)I)N1CCC2(CC2)CC1)=O)F)N1CCC(CC1)(F)F